C(#N)N1CC(CC1)NC(=O)C1CN(C(C1)=O)CC1=C(C=C(C=C1)F)F N-(1-cyanopyrrolidin-3-yl)-1-(2,4-difluorobenzyl)-5-oxopyrrolidine-3-carboxamide